2-{3-(6-(1,1'-biphenyl-3-yl)-dibenzothiophene-4-yl)phenyl}-4,6-diphenyl-1,3,5-triazine C1(=CC(=CC=C1)C1=CC=CC=2C3=C(SC21)C(=CC=C3)C=3C=C(C=CC3)C3=NC(=NC(=N3)C3=CC=CC=C3)C3=CC=CC=C3)C3=CC=CC=C3